1-(benzo[b]thiophen-4-yl)piperazine methyl-6-[(tert-butoxycarbonyl)amino]-3-(2-hydroxyphenyl)-5H,7H,8H,9H-pyridazino[3,4-b]indole-6-carboxylate COC(=O)C1(CC=2C3=C(NC2CC1)N=NC(=C3)C3=C(C=CC=C3)O)NC(=O)OC(C)(C)C.S3C1=C(C=C3)C(=CC=C1)N1CCNCC1